ClC1=CC=C(C=C1)CC(C(=O)O)C 3-(4-chlorophenyl)-2-methylpropanoic acid